1-(4-bromo-2-fluoro-phenyl)propan-2-ol BrC1=CC(=C(C=C1)CC(C)O)F